2,2-difluoro-N-(1-(6-iodo-1H-indol-3-yl)propan-2-yl)propan-1-amine FC(CNC(CC1=CNC2=CC(=CC=C12)I)C)(C)F